NC1=NC=2C=NC(=CC2C2=C1COC2)C(=O)N2[C@@H](COCC2)C2=CC(=C(C=C2)F)OC(F)(F)F (4-amino-1,3-dihydrofuro[3,4-c][1,7]naphthyridin-8-yl)((3R)-3-(4-fluoro-3-(trifluoromethoxy)phenyl)-4-morpholinyl)methanone